4-((2-(((5-(Aminomethyl)thiophen-2-yl)sulfonyl)methyl)-4-(2-fluorophenyl)pyrrolidin-1-yl)sulfonyl)thiomorpholine 1,1-dioxide 2,2,2-trifluoroacetate FC(C(=O)O)(F)F.NCC1=CC=C(S1)S(=O)(=O)CC1N(CC(C1)C1=C(C=CC=C1)F)S(=O)(=O)N1CCS(CC1)(=O)=O